ethyl (S)-2-(tert-butoxy)-2-(7-(4-chlorophenyl)-5-methyl-2-(1-methyl-3-(1-((R)-pyrrolidin-3-yl)piperidin-4-yl)-1H-indazol-5-yl)benzo[d]thiazol-6-yl)acetate C(C)(C)(C)O[C@H](C(=O)OCC)C1=C(C2=C(N=C(S2)C=2C=C3C(=NN(C3=CC2)C)C2CCN(CC2)[C@H]2CNCC2)C=C1C)C1=CC=C(C=C1)Cl